CC1(NC2=CC=C(C=C2C1)C=1CCSC2=C(C1C1=CC=C(C=C1)O[C@@H]1CN(CC1)CCCF)C=CC(=C2)O)C 4-(2,2-Dimethylindolin-5-yl)-5-[4-[(3S)-1-(3-fluoropropyl)pyrrolidin-3-yl]oxyphenyl]-2,3-dihydro-1-benzothiepin-8-ol